C(C)(C)(C)OC(=O)C1=CNCC=C1C(=O)O 1,6-dihydropyridine-3,4-dicarboxylic acid 3-(tert-butyl) ester